2-(2-methoxyethoxy)methoxyethoxyamine COCCOCOCCON